(Z)-1-(3-(2,3-Dihydro-1H-inden-4-yl)-4-oxothiazolidin-2-ylidene)-3-(2-fluoro-4-(1-(4-(trifluoromethoxy)phenyl)-1H-1,2,4-triazol-3-yl)phenyl)urea C1CCC2=C(C=CC=C12)N1/C(/SCC1=O)=N/C(=O)NC1=C(C=C(C=C1)C1=NN(C=N1)C1=CC=C(C=C1)OC(F)(F)F)F